(2R,3S,4S)-4-hydroxy-2-[(4-methoxyphenyl)methyl]pyrrolidin-3-yl 2-aminoacetate NCC(=O)O[C@H]1[C@H](NC[C@@H]1O)CC1=CC=C(C=C1)OC